3-(5-methyl-1,3-thiazol-2-yl)-5-[(3R)-tetrahydrofur-3-yloxy]benzamide CC1=CN=C(S1)C=1C=C(C(=O)N)C=C(C1)O[C@H]1COCC1